9-(4-(methyl-d3)-5-(phenyl-d5)pyridin-2-yl)-9H-carbazole C(C1=CC(=NC=C1C1=C(C(=C(C(=C1[2H])[2H])[2H])[2H])[2H])N1C2=CC=CC=C2C=2C=CC=CC12)([2H])([2H])[2H]